O=C1N(CC2=CC(=CC=C12)C(=O)N1CCC2=CC=CC(=C12)C(F)(F)F)C1C(NC(CC1)=O)=O 3-(1-oxo-5-(7-(trifluoromethyl)indoline-1-carbonyl)isoindolin-2-yl)piperidine-2,6-dione